tert-butyl N-[(3R)-7-[2-(1-acetyl-5,5-difluoro-3-piperidyl)tetrazol-5-yl]-5-[(4-chlorophenyl)methyl]-8-fluoro-1,1,4-trioxo-2,3-dihydro-1λ6,5-benzothiazepin-3-yl]carbamate C(C)(=O)N1CC(CC(C1)(F)F)N1N=C(N=N1)C=1C(=CC2=C(N(C([C@H](CS2(=O)=O)NC(OC(C)(C)C)=O)=O)CC2=CC=C(C=C2)Cl)C1)F